ClC=1C=C(C(=NC1)C#N)SCC 5-chloro-3-ethylsulfanyl-pyridine-2-carbonitrile